perfluoro propionyl peroxide C(CC)(=O)OOF